SCC(=O)O.SCC(=O)O.SCC(=O)O.C(O)C(CC)(CO)CO trimethylolpropane tri(2-mercaptoacetate)